(S)-N-((R)-4-hydroxy-3-oxo-1-((R)-2-oxopyrrolidin-3-yl)butan-2-yl)-1-(9-hydroxy-9H-fluorene-9-carbonyl)-4-phenylpiperazine-2-carboxamide OCC([C@@H](C[C@@H]1C(NCC1)=O)NC(=O)[C@H]1N(CCN(C1)C1=CC=CC=C1)C(=O)C1(C2=CC=CC=C2C=2C=CC=CC12)O)=O